D(-)-Erythrose C([C@H]([C@H](C=O)O)O)O